CN(C(=N)N(C)C)C.C(C=C)(=O)O acrylic acid 1,1,3,3-tetramethylguanidine salt